Methanesulfenylchloride CSCl